C(C1=CC=CC=C1)NC(N(C=1C=CC(=NC1)C1=CC(N(C=C1)C)=O)[C@@H]1CC[C@H](CC1)NC1=NC=C(C(=N1)C=1SC(=CC1)C#N)C#N)=O 3-benzyl-1-(trans-4-((5-cyano-4-(5-cyano-2-thienyl)pyrimidin-2-yl)amino)cyclohexyl)-1-(1'-methyl-2'-oxo-1',2'-dihydro-2,4'-bipyridin-5-yl)urea